FC(C(C(CC)(F)F)(F)F)(F)OC(C)COC(C)COC(C)COC(C)COC(C)COC(C)COC(C(C(CC)(F)F)(F)F)(F)F hexapropylene glycol bis(1,1,2,2,3,3-hexafluoropentyl) ether